(R)-6-chloro-7-(2-(((3-chloropyridin-2-yl)oxy)methyl)pyrrolidin-1-yl)-1-(1-methyl-1H-imidazol-5-yl)-4-oxo-1,4-dihydroquinoline-3-carboxylic acid ClC=1C=C2C(C(=CN(C2=CC1N1[C@H](CCC1)COC1=NC=CC=C1Cl)C1=CN=CN1C)C(=O)O)=O